2-(3,5-dimethylisoxazol-4-yl)-6-[5-[(6-methylpyridazin-3-yl)amino]benzimidazol-1-yl]-3-pyridyl-ethanone CC1=NOC(=C1C1=NC(=CC=C1C(C)=O)N1C=NC2=C1C=CC(=C2)NC=2N=NC(=CC2)C)C